FC=1C=C(C=CC1)N1CC(C1)C1=CC(=C(CN2CC(C2)(O)C)C(=C1)C)C (4-(1-(3-fluorophenyl)azetidin-3-yl)-2,6-dimethylbenzyl)-3-methylazetidin-3-ol